ClC1=C(C=CC=C1)C(C(C(NC1=CC=C2C(=C1)NC(C21CCOCC1)=O)=O)NC(=O)C=1N(N=CC1)C)C N-{2-(2-Chlorophenyl)-1-[(2-oxospiro[indoline-3,4'-tetrahydropyran]-6-yl)carbamoyl]-propyl}-2-methylpyrazole-3-carboxamide